C1(CCC1)N1CC2=C(CCC1)OC1=C2C=CC(=C1)F 2-cyclobutyl-8-fluoro-2,3,4,5-tetrahydro-1H-benzofuro[3,2-c]azepine